(R)-2-Fluoro-4-(3-(methyl(1-methylpiperidin-4-yl)amino)-3-(3-(trifluoro-methyl)phenethyl)piperidin-1-yl)-N-(pyrimidin-4-yl)benzenesulfonamide formate C(=O)O.FC1=C(C=CC(=C1)N1C[C@](CCC1)(CCC1=CC(=CC=C1)C(F)(F)F)N(C1CCN(CC1)C)C)S(=O)(=O)NC1=NC=NC=C1